C(C=C)(=O)[C].[Li] lithium alloyl-carbon